7-(1-(2-Fluoro-6-methylphenyl)piperidin-4-yl)-5-((5-(trifluoromethyl)pyrazin-2-yl)methyl)pyrido[2,3-b]pyrazin-6(5H)-one FC1=C(C(=CC=C1)C)N1CCC(CC1)C1=CC=2C(=NC=CN2)N(C1=O)CC1=NC=C(N=C1)C(F)(F)F